2-({[3-(2H-1,3-benzodioxol-5-yl)-1,2,4-oxadiazol-5-yl]methyl}sulfanyl)-4-(pyridin-4-yl)pyrimidine O1COC2=C1C=CC(=C2)C2=NOC(=N2)CSC2=NC=CC(=N2)C2=CC=NC=C2